1-(2-(benzyloxy)-3-isopropylphenyl)ethan-1-one C(C1=CC=CC=C1)OC1=C(C=CC=C1C(C)C)C(C)=O